FC1=C(C(=C(C(=C1F)F)F)F)[B-](C1=C(C(=C(C(=C1F)F)F)F)F)(C1=C(C(=C(C(=C1F)F)F)F)F)C1=C(C(=C(C(=C1F)F)F)F)F.C(C)(=O)C1=CC=C(C=C1)S(=O)(=O)C1=CC=C(C=C1)[SH2+] [4-(4-Acetylphenyl)sulfonylphenyl]Sulfonium tetrakis(2,3,4,5,6-pentafluorophenyl)borate